CN(C)CC=1C=CC=C2C(C(=C(OC12)C1=CC=CC=C1)C(=O)O)=O 8-((dimethylamino)methyl)-4-oxo-2-phenyl-4H-chromene-3-carboxylic acid